O=C1NC(CCC1N1C(C2=CC=CC=C2C1=O)=O)=O 2-(2,6-Dioxopiperidin-3-yl)-1H-Isoindol-1,3(2H)-Dion